(R)-3-methyl-4-(7-(pyridin-4-yl)-2-(1H-pyrrolo[2,3-c]pyridin-4-yl)thieno[3,2-d]pyrimidin-4-yl)morpholine C[C@H]1N(CCOC1)C=1C2=C(N=C(N1)C1=C3C(=CN=C1)NC=C3)C(=CS2)C2=CC=NC=C2